dicyclohexyl-para-phenylenediamine C1(CCCCC1)NC1=CC=C(C=C1)NC1CCCCC1